4-(o-fluorophenyl)-5-ethoxycarbonyl-6-methyl-3,4-dihydropyrimidine-2(1H)-one FC1=C(C=CC=C1)C1NC(NC(=C1C(=O)OCC)C)=O